(R)-2-(1-((R)-2-(((1R,3s,5S)-8-oxabicyclo[3.2.1]oct-3-yl)oxy)-2-(2-methoxyphenyl)ethyl)-5-methyl-6-(oxazol-2-yl)-2,4-dioxo-1,4-dihydrothieno[2,3-d]pyrimidin-3(2H)-yl)propanoic acid [C@H]12CC(C[C@H](CC1)O2)O[C@@H](CN2C(N(C(C1=C2SC(=C1C)C=1OC=CN1)=O)[C@@H](C(=O)O)C)=O)C1=C(C=CC=C1)OC